C12CN(CC2C1)CC1=CC2=C(C(N(C=C2C(F)(F)F)C2=CC(=CC=C2)C2(CCC2)C2=NN=CN2C)=O)N1 2-((3-azabicyclo[3.1.0]hex-3-yl)methyl)-6-(3-(1-(4-methyl-4H-1,2,4-triazol-3-yl)cyclobutyl)phenyl)-4-(trifluoromethyl)-1,6-dihydro-7H-pyrrolo[2,3-c]pyridin-7-one